5,11-dioxo-6,12-bis(isobutyloxycarbonyloxy)naphthonaphthalene O=C1C(=C2C=CC=CC2=C2C(C(=C3C=CC=CC3=C21)OC(=O)OCC(C)C)=O)OC(=O)OCC(C)C